BrC=1C=C(C=CC1F)N1N=CC2=C1N=CN(C2=O)CC2(CCN(CC2)C(=O)N(C)C)O 4-{[1-(3-bromo-4-fluorophenyl)-4-oxo-1H,4H,5H-pyrazolo[3,4-d]pyrimidin-5-yl]methyl}-4-hydroxy-N,N-dimethylpiperidine-1-carboxamide